N-methyl-N-(5-iodophenyl)methylpropionamide CN(C(CC)=O)CC1=CC=CC(=C1)I